ClC=1C=CC2=C([C@@H](C[C@@H](O2)C(=O)NC2CCC(CC2)N2N=C3C(N=C(C=C3)OC)=C2)O)C1 (2R,4R)-6-chloro-4-hydroxy-N-[(1r,4R)-4-(5-methoxy-2H-pyrazolo[4,3-b]pyridin-2-yl)cyclohexyl]-3,4-dihydro-2H-1-benzopyran-2-carboxamide